OCCN1N=NC(=C1)CCNC(OC(C)(C)C)=O tert-Butyl (2-(1-(2-hydroxyethyl)-1H-1,2,3-triazol-4-yl)ethyl)carbamate